N1,N1-bis(2-ethylhexyl)-N5-octyl-2,4-dioxo-N5-phenylpentanediamide C(C)C(CN(C(C(CC(C(=O)N(C1=CC=CC=C1)CCCCCCCC)=O)=O)=O)CC(CCCC)CC)CCCC